ClCCCCCCC1=CC=C(C(=O)NC2=CC(=CC=C2)S(NC2=CC(=CC=C2)C2C(NC(CC2)=O)=O)(=O)=O)C=C1 4-(6-chlorohexyl)-N-(3-(N-(3-(2,6-dioxopiperidin-3-yl)phenyl)sulfamoyl)phenyl)benzamide